[2-(aminomethyl)-3,3-difluoro-allyl]-4-[5-[2-(3,4-dihydro-2H-1,4-benzoxazin-6-yl)ethynyl]-3-methyl-2-pyridinyl]-1,2,4-triazol-3-one bistrifluoroacetate salt FC(C(=O)O)(F)F.FC(C(=O)O)(F)F.NCC(CC=1N(C(NN1)=O)C1=NC=C(C=C1C)C#CC=1C=CC2=C(NCCO2)C1)=C(F)F